C(C=C)(=O)N1C[C@@H](CC1)N1C(N(C=2C=NC=CC21)C2=CC=C(C=C2)OC2=CC(=CC=C2)F)=O (R)-1-(1-acryloylpyrrolidin-3-yl)-3-(4-(3-fluorophenoxy)phenyl)-1H-imidazo[4,5-c]pyridin-2(3H)-one